4-(methylamino)pyrazolo[1,5-a]pyrazine-6-carboxamide CNC=1C=2N(C=C(N1)C(=O)N)N=CC2